N,6-dimethyl-5-(4-((2-(3-(2,2,2-trifluoroethyl)ureido)pyridin-4-yl)methyl)piperazin-1-yl)picolinamide CNC(C1=NC(=C(C=C1)N1CCN(CC1)CC1=CC(=NC=C1)NC(=O)NCC(F)(F)F)C)=O